2-(6-(hydroxy(1-methylpiperidin-3-yl)methyl)-4-methylpyridazin-3-yl)-5-(trifluoromethyl)phenol OC(C1=CC(=C(N=N1)C1=C(C=C(C=C1)C(F)(F)F)O)C)C1CN(CCC1)C